4-amino-7-((2R,3R,4S,5R)-3,4-dihydroxy-5-(hydroxymethyl)tetrahydrofuran-2-yl)-6-hydrazinyl-7H-pyrrolo[2,3-d]pyrimidine-5-carboximidamide NC=1C2=C(N=CN1)N(C(=C2C(N)=N)NN)[C@@H]2O[C@@H]([C@H]([C@H]2O)O)CO